3-methyl-purine CN1C=NC=C2N=CN=C12